CN(C(OC1=C(C=CC2=CC=CC=C12)OC(N(C)C)=O)=O)C naphthalene-1,2-diyl bis(dimethylcarbamate)